NC1=CC=C(C=C1)C=1C(=NC=C(N1)C1=CC(=C(C=C1)OC)OC)N 3-(4-aminophenyl)-5-(3,4-dimethoxyphenyl)pyrazin-2-amine